C(C)(CC)C1=C(C=C(C=C1)OC)N1C(SCC1=O)=N 3-(2-(sec-butyl)-5-methoxyphenyl)-2-iminothiazolidin-4-one